tert-butyl 2-[4-[7-isopropoxy-6-(pyrimidine-4-carbonylamino) imidazo[1,2-a]pyridin-2-yl]-1-piperidyl]acetate C(C)(C)OC1=CC=2N(C=C1NC(=O)C1=NC=NC=C1)C=C(N2)C2CCN(CC2)CC(=O)OC(C)(C)C